C1(CCCC1)NC(=O)C1=CC2=C(N=C(S2)N2CCNCC2)C=C1C N-cyclopentyl-5-meth-yl-2-(piperazin-1-yl)-benzo[d]thiazole-6-carboxamide